ClC=1C=C(C=CC1F)NC1=NC=NC2=CC(=C(C=C12)NC(\C=C\CN1CCN(CC1)CC=1C=C2CN(C(C2=C(C1)F)=O)C1C(NC(CC1)=O)=O)=O)OC (E)-N-(4-((3-chloro-4-fluorophenyl)amino)-7-methoxyquinazolin-6-yl)-4-(4-((2-(2,6-dioxopiperidin-3-yl)-7-fluoro-1-oxoisoindolin-5-yl)methyl)piperazin-1-yl)but-2-enamide